FC1([C@H](C1)C1=NN2C(N(C([C@H](CC2)NC(=O)C2=NN(C=N2)CC2=CC=C(C=C2)F)=O)C)=C1)F N-((S)-2-((R)-2,2-difluorocyclopropyl)-4-methyl-5-oxo-5,6,7,8-tetrahydro-4H-pyrazolo[1,5-a][1,3]diazepin-6-yl)-1-(4-fluorobenzyl)-1H-1,2,4-triazole-3-carboxamide